N-(2-((6-(2,6-dichloro-3,5-dimethoxyphenyl)-8-(methylamino)pyrido[3,4-d]pyrimidin-2-yl)amino)-3-methylphenyl)acrylamide ClC1=C(C(=C(C=C1OC)OC)Cl)C1=CC2=C(N=C(N=C2)NC2=C(C=CC=C2C)NC(C=C)=O)C(=N1)NC